8-(5-Fluoro-2-methylphenyl)-9-(4-((1-(3-fluoropropyl)azetidin-3-yl)methyl)phenyl)-6,7-dihydro-5H-benzo[7]annulen FC=1C=CC(=C(C1)C=1CCCC2=C(C1C1=CC=C(C=C1)CC1CN(C1)CCCF)C=CC=C2)C